N[C@@H]1[C@@H](OCC12CCN(CC2)C=2N(C(C1=C(N2)NN=C1C#CC1=C(C=CC=C1)C(F)(F)F)=O)C)C 6-((3S,4S)-4-amino-3-methyl-2-oxa-8-azaspiro[4.5]decan-8-yl)-5-methyl-3-((2-(trifluoromethyl)phenyl)ethynyl)-1,5-dihydro-4H-pyrazolo[3,4-d]pyrimidin-4-one